N1(CCCC1)C1=CN=CS1 5-(pyrrolidin-1-yl)thiazole